2-(5-(cyclopropylmethyl)-4-(3-fluoro-4-sulfamoylbenzyl)-3-(4'-methyl-[1,1'-biphenyl]-3-yl)-1H-pyrazol-1-yl)thiazole-4-carboxylic acid C1(CC1)CC1=C(C(=NN1C=1SC=C(N1)C(=O)O)C=1C=C(C=CC1)C1=CC=C(C=C1)C)CC1=CC(=C(C=C1)S(N)(=O)=O)F